C(C=C)(=O)OCCCCOC(=O)C1=C(C(C(=O)O)=CC=C1)C(=O)O acryloyloxybutoxycarbonylphthalic acid